[Ni].[Cu].[Cr].[Ni] nickel-chromium-copper nickel